[C@H](C)(CC)NC(=O)C1CN(C1)CC1=CC2=CC=C(C=C2C[C@@H]1C)OCCCC(F)(F)F N-((S)-sec-butyl)-1-(((S)-3-methyl-6-(4,4,4-trifluorobutoxy)-3,4-dihydronaphthalen-2-yl)methyl)azetidine-3-carboxamide